2-((2-fluoro-4-iodophenyl)amino)-5-methoxythieno[2,3-b]pyridine-3-carboxylic acid FC1=C(C=CC(=C1)I)NC1=C(C=2C(=NC=C(C2)OC)S1)C(=O)O